BrC=1C=CC=2N(C1)C=C(N2)N 6-bromoimidazo[1,2-a]pyridin-2-amine